FC=1C=NC(=NC1)C=1C=C(C=CC1C)NC(=O)[C@@H]1N[C@@H]2C[C@@H]2C1 (1R,3R,5R)-N-(3-(5-fluoropyrimidin-2-yl)-4-methylphenyl)-2-azabicyclo[3.1.0]hexane-3-carboxamide